2-(1-imidazolyl)ethyl methacrylate C(C(=C)C)(=O)OCCN1C=NC=C1